pyrrolidinate N1(CCCC1)C(=O)[O-]